1-((1-(tert-butoxycarbonyl)piperidin-4-yl)methyl)-1H-indazole-3-carboxylic acid C(C)(C)(C)OC(=O)N1CCC(CC1)CN1N=C(C2=CC=CC=C12)C(=O)O